decane-4,6-dione CCCC(CC(CCCC)=O)=O